IC1=CN2C=C(N=C2C(=C1)C(F)(F)F)C1CC(C1)=O 3-[5-iodo-7-(trifluoromethyl)-1,3a-diaza-2-indenyl]cyclobutanone